bromoethane BrCC